4-(4-propenoyl-cis-3,5-dimethylpiperazin-1-yl)-1-(4,6-diisopropylpyrimidin-5-yl)-6-fluoro-7-(2-fluorophenyl)pyrido[2,3-d]pyrimidin-2(1H)-one C(C=C)(=O)N1[C@@H](CN(C[C@@H]1C)C=1C2=C(N(C(N1)=O)C=1C(=NC=NC1C(C)C)C(C)C)N=C(C(=C2)F)C2=C(C=CC=C2)F)C